tert-Butyl (3RS,4RS)-4-((4-(ethyl(((1r,4R)-4-(trifluoromethyl)cyclohexyl)-methyl)amino)-7H-pyrrolo[2,3-d]pyrimidin-7-yl)methyl)-3-hydroxypiperidine-1-carboxylate C(C)N(C=1C2=C(N=CN1)N(C=C2)C[C@@H]2[C@H](CN(CC2)C(=O)OC(C)(C)C)O)CC2CCC(CC2)C(F)(F)F |r|